5-(((4-(3-chloro-4-(2-chloro-3-((2-fluoro-3-(((2-hydroxyethyl)amino)methyl)phenyl)amino)phenyl)pyridin-2-yl)-2-methoxybenzyl)amino)methyl)pyrrolidin-2-one ClC=1C(=NC=CC1C1=C(C(=CC=C1)NC1=C(C(=CC=C1)CNCCO)F)Cl)C1=CC(=C(CNCC2CCC(N2)=O)C=C1)OC